O=C1CCC(N2C=CC=C12)C(=O)NC=1SC(=CN1)C1=CC=C(C(=O)O)C=C1 4-[2-[(8-oxo-6,7-dihydro-5H-indolizine-5-carbonyl)amino]thiazol-5-yl]benzoic acid